3-(3,3-dimethylpyrrolidin-1-yl)-4-(((1-methylcyclopropyl)sulfonyl)carbamoyl)benzoic acid CC1(CN(CC1)C=1C=C(C(=O)O)C=CC1C(NS(=O)(=O)C1(CC1)C)=O)C